C1(CC1)N1C(=NC2=NC=C(C=C21)C=2C=CN1N=CN=C(C12)OC1COCC1)C 1-cyclopropyl-2-methyl-6-(4-(tetrahydrofuran-3-oxy)pyrrolo[2,1-F][1,2,4]triazin-5-yl)-1H-imidazo[4,5-b]pyridine